(S)-2-(3-fluoro-5-isopentyl-2-methoxyphenyl)-2-((R)-3-(methyl(5-(5,6,7,8-tetrahydro-1,8-naphthyridin-2-yl)pentyl)amino)pyrrolidin-1-yl)acetic acid FC=1C(=C(C=C(C1)CCC(C)C)[C@@H](C(=O)O)N1C[C@@H](CC1)N(CCCCCC1=NC=2NCCCC2C=C1)C)OC